BrC(C#N)(CCC#N)CCBr 2-bromo-2-(bromoethyl)glutaronitrile